CC1N(CCC(C1)N(C=1N=NC(=CC1)C=1C=CC(=C2C=CNC12)N1N=CC=C1)C)C(=O)OC(C)(C)C tert-butyl 2-methyl-4-[methyl([6-[4-(pyrazol-1-yl)-1H-indol-7-yl]pyridazin-3-yl])amino]piperidine-1-carboxylate